4-(N-ETHYLAMINOCARBONYL)PHENYLBORONIC ACID C(C)NC(=O)C1=CC=C(C=C1)B(O)O